CS=1(C2=CC=C(C=C2CCN1)C(=O)O)=O 2-Methyl-2-oxo-2-thia-3-azabicyclo[4.4.0]decane-1(10),2,6,8-tetraene-8-carboxylic acid